2-(4-(4-(2,5-dichlorophenyl)pyrimidine-2-carboxamido)-3,5-dimethylphenyl)acetic acid ClC1=C(C=C(C=C1)Cl)C1=NC(=NC=C1)C(=O)NC1=C(C=C(C=C1C)CC(=O)O)C